N-[(3S,4S)-1-(2-cyanoethyl)-3-methyl-4-piperidyl]-6-{3-[4-(N-methylcarbamoyl)-2-anisidino]-1-propynyl}-1-(2,2,2-trifluoroethyl)-1H-1,3-benzimidazole-4-carboxamide C(#N)CCN1C[C@@H]([C@H](CC1)NC(=O)C1=CC(=CC=2N(C=NC21)CC(F)(F)F)C#CCNC=2C(OC)=CC=C(C2)C(NC)=O)C